ClC1=C(C=CC=C1F)C=1C(N(C(N(C1)CC(=O)N1CCC(CC1)N1C(NC2=C(CC1)C=C(C=C2)S(=O)C)=O)=O)C(C)C)=O 5-(2-chloro-3-fluoro-phenyl)-3-isopropyl-1-[2-[4-(7-methylsulfinyl-2-oxo-4,5-dihydro-1H-1,3-benzodiazepin-3-yl)-1-piperidyl]-2-oxo-ethyl]pyrimidine-2,4-dione